NC1=NC=CC2=CC=C(C=C12)C=1C=C2C(CC3(CCN(CC3)C(=O)OC)C2=CC1)OC1=C(C=CC=C1)CC(=O)OCC methyl 5-(1-aminoisoquinolin-7-yl)-3-(2-(2-ethoxy-2-oxoethyl) phenoxy)-2,3-dihydrospiro[indene-1,4'-piperidine]-1'-carboxylate